2-bromo-1,4-dihydroxynaphthalene BrC1=C(C2=CC=CC=C2C(=C1)O)O